4-(7-bromo-2-chloro-8-fluoroquinazolin-4-yl)-2-(cyanomethyl)piperazine-1-carboxylic acid tert-butyl ester C(C)(C)(C)OC(=O)N1C(CN(CC1)C1=NC(=NC2=C(C(=CC=C12)Br)F)Cl)CC#N